5-(2-furoyl)amino-3-(1-ethylpiperidin-4-yl)-1H-indole O1C(=CC=C1)C(=O)NC=1C=C2C(=CNC2=CC1)C1CCN(CC1)CC